tert-butyl 4-(4-(2-(4-((2-(1-ethoxyvinyl)pyrimidin-4-yl)methoxy)phenyl)propan-2-yl)phenyl)piperazine-1-carboxylate C(C)OC(=C)C1=NC=CC(=N1)COC1=CC=C(C=C1)C(C)(C)C1=CC=C(C=C1)N1CCN(CC1)C(=O)OC(C)(C)C